4-(1-ethyl-4-(trifluoromethyl-1H-imidazol-2-yl)benzyl)-1-methyl-1H-pyrazolo[4,3-d]pyrimidine C(C)C1(CN2C=NC=C3C2=CNN3C)CC=C(C=C1)C=1N(C=CN1)C(F)(F)F